1-N'-[2,5-difluoro-4-[6-methyl-7-(1-methylpyrazol-4-yl)quinolin-4-yl]Oxyphenyl]-1-N-(4-fluorophenyl)cyclopropane-1,1-dicarboxamide hydrochloride Cl.FC1=C(C=C(C(=C1)OC1=CC=NC2=CC(=C(C=C12)C)C=1C=NN(C1)C)F)NC(=O)C1(CC1)C(=O)NC1=CC=C(C=C1)F